ethyl (4-cyanobenzyl)phosphinate C(#N)C1=CC=C(CP(OCC)=O)C=C1